C12(CC3CC(CC(C1)C3)C2)OCC2=CC=C(O2)CSC2=C3CN(C(C3=CC=C2)=O)C2C(NC(CC2)=O)=O 3-(4-(((5-((adamantan-1-yloxy)methyl)furan-2-yl)methyl)thio)-1-oxoisoindolin-2-yl)piperidine-2,6-dione